FC(C(F)OCC(F)(F)F)(F)F 2,2,2-trifluoroethyl 1,1,1,2-tetrafluoroethyl ether